imidazole europium [Eu].N1C=NC=C1